(((((disulfanediylbis(ethane-2,1-diyl))bis(piperidine-1,4-diyl))bis(ethane-2,1-diyl))bis(oxy))bis(2-oxoethane-2,1-diyl))bis(4,1-phenylene) bis(5,5-bis(((Z)-oct-5-en-1-yl)oxy)pentanoate) C(CCC\C=C/CC)OC(CCCC(=O)OC1=CC=C(C=C1)CC(=O)OCCC1CCN(CC1)CCSSCCN1CCC(CC1)CCOC(CC1=CC=C(C=C1)OC(CCCC(OCCCC\C=C/CC)OCCCC\C=C/CC)=O)=O)OCCCC\C=C/CC